CC(CN1C(NC=C1)=O)C 1-(2-methylpropyl)-2,3-dihydro-1H-imidazol-2-one